tert-butyl-(isopropyl)amine C(C)(C)(C)NC(C)C